6-((2,6-dimethylpyrimidin-4-yl)amino)-N-ethoxy-4-((2-Methoxy-3-(pyrimidin-2-yl)phenyl)amino)pyridazine-3-carboxamide CC1=NC(=CC(=N1)NC1=CC(=C(N=N1)C(=O)NOCC)NC1=C(C(=CC=C1)C1=NC=CC=N1)OC)C